methyl ((4-bromophenoxy) (((2S,5R)-2-methyl-5-(5-methyl-2,4-dioxo-3,4-dihydropyrimidin-1(2H)-yl)-2,5-dihydrofuran-2-yl) methoxy) phosphoryl)-L-alaninate BrC1=CC=C(OP(=O)(OC[C@]2(O[C@H](C=C2)N2C(NC(C(=C2)C)=O)=O)C)N[C@@H](C)C(=O)OC)C=C1